BrC1=CC=C(C=C1)C=1NC2=CC=C(C=C2C1C1=NN=C(O1)NC1C(NCC1)=O)F 3-({5-[2-(4-bromophenyl)-5-fluoro-1H-indol-3-yl]-1,3,4-oxadiazol-2-yl}amino)pyrrolidin-2-one